NC=1N2C(C=3N(C(N(C3N1)CCN1CCN(CC1)C1=CC=C(C=C1)S(=O)(=O)N)=O)C)=CC(=N2)C=2OC=CC2 4-(4-(2-(5-amino-8-(furan-2-yl)-1-methyl-2-oxo-1H-pyrazolo[5,1-i]purin-3(2H)-yl)ethyl)piperazin-1-yl)benzenesulfonamide